ClC1=CC=C(C(=C1)C1=CC=C(C=C1)N1CCN(CC1)C)O 5-chloro-4'-(4-methylpiperazin-1-yl)-[1,1'-biphenyl]-2-ol